3-methyl-2-oxo-2,3-dihydro-1,3-benzoxazol CN1C(OC2=C1C=CC=C2)=O